Cl.COC(C1=C(C=CC(=C1)N)C#CCN)=O methyl-5-amino-2-(3-aminoprop-1-yn-1-yl)benzoate hydrochloride